NC1=C(C#N)C=C(C(=C1)C#N)N 2,5-diamino-terephthalonitrile